tert-butyl 4-{[(2S)-4-{5-[(3RS)-2,6-dioxopiperidin-3-yl]pyridin-2-yl}-2-methylpiperazin-1-yl]methyl}piperidine-1-carboxylate O=C1NC(CC[C@@H]1C=1C=CC(=NC1)N1C[C@@H](N(CC1)CC1CCN(CC1)C(=O)OC(C)(C)C)C)=O |&1:6|